ClC1=C(C(=NC=2N1N=CN2)C)CC2=CC(=CC=C2)[N+](=O)[O-] 7-chloro-5-methyl-6-(3-nitrobenzyl)-[1,2,4]triazolo[1,5-a]pyrimidine